C(#N)C1CC2(C1)C[C@H](N(CC2)C(=O)OCC2=CC=CC=C2)C2=CC=C(C=C2)C(=O)OC benzyl (S)-2-cyano-6-(4-(methoxycarbonyl) phenyl)-7-azaspiro[3.5]nonan-7-carboxylate